(S,Z)-4'-(2-(Hydroxymethyl)-5-(methoxyimino)piperidine-1-carbonyl)-2-methyl-[1,1'-biphenyl]-3-carbonitrile OC[C@H]1N(C\C(\CC1)=N/OC)C(=O)C1=CC=C(C=C1)C1=C(C(=CC=C1)C#N)C